Silver tripotassium [K].[K].[K].[Ag]